5-[2,3-difluoro-4-(1H-pyrazol-4-yl)phenyl]-N-methyl-N-(2,2,6,6-tetramethyl-piperidin-4-yl)pyrazin-2-amine FC1=C(C=CC(=C1F)C=1C=NNC1)C=1N=CC(=NC1)N(C1CC(NC(C1)(C)C)(C)C)C